N-(5-bromo-1-(difluoromethyl)-1H-pyrazol-4-yl)-6-chloro-7-(thiazol-4-yl)-1H-indole-3-sulfonamide BrC1=C(C=NN1C(F)F)NS(=O)(=O)C1=CNC2=C(C(=CC=C12)Cl)C=1N=CSC1